ClC1=NC(=CC(=C1)C1=C(C=CC=C1C)C)C(F)F 2-chloro-6-(difluoromethyl)-4-(2,6-dimethylphenyl)pyridine